OC(C)C1=NN(C(=C1N)N)C 1-hydroxyethyl-4,5-diamino-1-methylpyrazole